Cl.CN(CCCCl)C 3-dimethylaminopropyl chloride hydrochloride